C1(=CC=CC=C1)S(=O)(=O)N1C=C(C=2C1=NC(=CC2)C2CCN(CC2)C(=O)OC(C)(C)C)C tert-butyl 4-[1-(benzenesulfonyl)-3-methyl-pyrrolo[2,3-b]pyridin-6-yl]piperidine-1-carboxylate